3-((3-(N-cyclopropylaminosulfonyl)-7-bromo-5-fluoroquinolin-4-yl)amino)-5-(3,5-difluorophenoxy)-1H-tetrazol-5-yl-benzene C1(CC1)NS(=O)(=O)C=1C=NC2=CC(=CC(=C2C1NN1NNC(N1)(OC1=CC(=CC(=C1)F)F)C1=CC=CC=C1)F)Br